1,2-dimethylhydrazine-1-carboxylate CN(NC)C(=O)[O-]